FC1=CC=C2C(=CNC(C2=C1F)=O)C(C)N(C(=O)NC1=CC=C2C=CNC2=C1)C 1-(1-(7,8-Difluoro-1-oxo-1,2-dihydroisoquinolin-4-yl)ethyl)-3-(1H-indol-6-yl)-1-methylurea